C(C1=CC=CC=C1)[C@@H](C(NCC(NCOCC1=CC=C(C=C1)COC1=CC=C(C=C1)NC(=O)OC(C)(C)C)=O)=O)NC(CNC(CNC(OCC1C2=CC=CC=C2C=2C=CC=CC12)=O)=O)=O (9H-fluoren-9-yl)methyl (S)-(9-benzyl-1-(4-((4-((tert-butoxycarbonyl)amino)phenoxy)methyl)phenyl)-5,8,11,14-tetraoxo-2-oxa-4,7,10,13-tetraazapentadecan-15-yl)carbamate